(S)-3-(2-benzyl-3-chloro-7-oxo-2,4,5,7-tetrahydro-6H-pyrazolo[3,4-c]pyridin-6-yl)-5-methyl-8-(2,2,2-trifluoroacetyl)-2,3,7,8,9,10-hexahydro-[1,4]oxazepino[2,3-g]isoquinolin-4(5H)-one C(C1=CC=CC=C1)N1N=C2C(N(CCC2=C1Cl)[C@@H]1C(N(C=2C(=CC=3CCN(CC3C2)C(C(F)(F)F)=O)OC1)C)=O)=O